ethyl 2-((1r,4r)-4-(6-bromo-2H-indazol-2-yl)cyclohexyl)acetate BrC=1C=CC2=CN(N=C2C1)C1CCC(CC1)CC(=O)OCC